N-(4-((6-(1,1-difluoroethyl)pyridin-2-yl)amino)-5-(2-hydroxyethoxy)pyridin-2-yl)acetamide FC(C)(F)C1=CC=CC(=N1)NC1=CC(=NC=C1OCCO)NC(C)=O